COC(=O)[C@@H]1C[C@H](CCC1)OC=1C(=NC(=CC1)C=1N=NN(C1COC(N(CCC)C)=O)C)C1CC1 (1S,3S)-3-((2-cyclopropyl-6-(1-methyl-5-(((methyl(propyl)carbamoyl)oxy)methyl)-1H-1,2,3-triazol-4-yl)pyridin-3-yl)oxy)cyclohexane-1-carboxylic acid methyl ester